C(C)C1=NC(=CN=C1CC)C 2,3-Diethyl-6-methylpyrazine